5-methoxy-2-[4-(4-methoxyphenyl)-3-methyl-1,2-oxazol-5-yl]phenol COC=1C=CC(=C(C1)O)C1=C(C(=NO1)C)C1=CC=C(C=C1)OC